1-[9-(4-Butylphenyl)nonanoyl]azetidin-3-yl dihydrogen phosphate ammonium salt [NH4+].P(=O)(OC1CN(C1)C(CCCCCCCCC1=CC=C(C=C1)CCCC)=O)(O)O